1-(3-(2,6-dimethoxyphenyl)-1-((2-(trimethylsilyl)ethoxy)methyl)-1H-pyrrolo[2,3-b]pyridin-6-yl)-3-((1-methylazetidin-3-yl)methyl)urea COC1=C(C(=CC=C1)OC)C1=CN(C2=NC(=CC=C21)NC(=O)NCC2CN(C2)C)COCC[Si](C)(C)C